(7-(3,4-dimethoxyphenoxy)heptyl)triphenylphosphonium bromine salt [Br+].COC=1C=C(OCCCCCCC[P+](C2=CC=CC=C2)(C2=CC=CC=C2)C2=CC=CC=C2)C=CC1OC